ClC1=C(C=CC=C1Cl)C=1CCN(CC1)CC=1C=C2C(N(C(C2=CC1)=O)N1C(NC(CC1)=O)=O)=O 5-((4-(2,3-dichlorophenyl)-3,6-dihydropyridin-1(2H)-yl)methyl)-2-(2,4-dioxotetrahydropyrimidine-1(2H)-yl)isoindoline-1,3-dione